[4-(ethylsulfinylmethyl)piperidine-1-carbonyl]-6-(trifluoromethyl)-2-[[4-(trifluoromethyl)phenyl]methoxy]pyridine-3-carbonitrile C(C)S(=O)CC1CCN(CC1)C(=O)C1=C(C(=NC(=C1)C(F)(F)F)OCC1=CC=C(C=C1)C(F)(F)F)C#N